tert-butyl (3S,4R)-3-(1,3-dioxoisoindolin-2-yl)-4-methoxypiperidine-1-carboxylate O=C1N(C(C2=CC=CC=C12)=O)[C@H]1CN(CC[C@H]1OC)C(=O)OC(C)(C)C